N=S(=O)(C=1C2=CN(N=C2C=CC1)C=1C=NC=CC1)C(C)C imino(isopropyl)(2-(pyridin-3-yl)-2H-indazol-4-yl)-lambda6-sulfanone